5-{4-amino-7-[3-(dimethylamino)prop-1-ynyl]-2-{2-fluoro-4-[(2-fluoroacrylamido)]phenyl}-1-methylpyrrolo[3,2-c]pyridin-3-yl}-3-chloro-N-[(fluorocyclopropyl)methyl]pyridine-2-carboxamide NC1=NC=C(C2=C1C(=C(N2C)C2=C(C=C(C=C2)NC(C(=C)F)=O)F)C=2C=C(C(=NC2)C(=O)NCC2(CC2)F)Cl)C#CCN(C)C